ClC=1C=CC(=C(C1)C1=CC=C(S1)C(C)NC1=NC(=NC2=CC(=C(C=C12)OC)OC)C)OCCC N-{1-[5-(5-chloro-2-propoxyphenyl)-thiophen-2-yl]-ethyl}-6,7-dimethoxy-2-methylquinazolin-4-amine